N-(1,3-dihydroxy-2-methylpropan-2-yl)-5-((2-methoxypyridin-3-yl)methoxy)-2-methylbenzofuran-3-carboxamide OCC(CO)(C)NC(=O)C1=C(OC2=C1C=C(C=C2)OCC=2C(=NC=CC2)OC)C